CC1=NC2=CC=C(C=C2N=C1C)C1=NC(=NC=C1F)NC1=NC=C(C=C1)CN1CCN(CC1)CC 4-(2,3-dimethylquinoxalin-6-yl)-5-fluoro-N-(5-((4-ethylpiperazin-1-yl)methyl)pyridin-2-yl)pyrimidin-2-amine